calcium L-histidine N[C@@H](CC1=CNC=N1)C(=O)O.[Ca]